C=1(C(=CC=CC1)C(=O)OCCCCCCCCCC)C decyl toluate